6,6'-azodicarbonyl-bis(N,N-didecylhexanamide) N(=NC(=O)CCCCCC(=O)N(CCCCCCCCCC)CCCCCCCCCC)C(=O)CCCCCC(=O)N(CCCCCCCCCC)CCCCCCCCCC